NC1=NC=2C(=CC=CC2C=2N1N=C(N2)[C@@H]2C[C@H](C2)C2=C(C=C(C=N2)C2(COC2)O)C)OC 3-{6-[trans-3-(5-amino-7-methoxy[1,2,4]triazolo[1,5-c]quinazolin-2-yl)cyclobutyl]-5-methylpyridin-3-yl}oxetan-3-ol